FC1=C(C(=O)NC=2C=NC(=CC2)N2N=C(C=C2C=2OC(N(N2)C)=O)C(F)(F)F)C(=CC=C1)C 2-Fluoro-6-methyl-N-(6-(5-(4-methyl-5-oxo-4,5-dihydro-1,3,4-oxadiazol-2-yl)-3-(trifluoromethyl)-1H-pyrazol-1-yl)pyridin-3-yl)benzamide